(4,6-dichloro-3-pyridinyl)boronic acid ClC1=C(C=NC(=C1)Cl)B(O)O